6-methoxy-4-(4-nitrophenoxy)-7-((piperidin-4-yl)methoxy)cinnoline COC=1C=C2C(=CN=NC2=CC1OCC1CCNCC1)OC1=CC=C(C=C1)[N+](=O)[O-]